ClC=1C=C(C=C(C1F)F)NC(OC(C)(C)C)=O tert-butyl N-(3-chloro-4,5-difluorophenyl)carbamate